NCC=1C=C(C=CC1)C=1C=CC=2N(C1)C(=NN2)COC2=C(C=CC=C2)CC(=O)OCC ethyl 2-(2-((6-(3-(aminomethyl)phenyl)-[1,2,4]triazolo[4,3-a]pyridin-3-yl)methoxy)phenyl)acetate